ClC=1C=C(C=NC1N1N=CC=N1)NC(=O)N1C[C@@](C2=C1C=NC=1N2N=C(C1)F)(C(F)(F)F)C (S)-N-(5-chloro-6-(2H-1,2,3-triazol-2-yl)pyridin-3-yl)-2-fluoro-8-methyl-8-(trifluoromethyl)-7,8-dihydro-6H-pyrazolo[1,5-a]pyrrolo[2,3]pyrimidine-6-carboxamide